ClC1=CC=C(C=C1)[C@@]1(N(C(C2=CC(=CC=C12)C(C)(C)O)=O)[C@@H](C)C1=CC=C(C=C1)Cl)OCC(CO)(C)O (3R)-3-(4-Chlorophenyl)-2-[(1S)-1-(4-chlorophenyl)ethyl]-3-(2,3-dihydroxy-2-methylpropoxy)-6-(2-hydroxypropan-2-yl)-2,3-dihydro-1H-isoindol-1-on